C(C)(C)C1=C(C=CC=C1)C1N(CCN(C1)CCOC)C1CC2(C1)CCN(CC2)C(=O)OC(C)(C)C tert-butyl 2-(2-(2-isopropylphenyl)-4-(2-methoxyethyl) piperazin-1-yl)-7-azaspiro[3.5]nonane-7-carboxylate